FC1(CN(CC[C@H]1N1CCC(CC1)CC1CCNCC1)CC1=C2CCN(C2=CC=C1)C=1C=C(C=2N(N1)C(=CN2)C(=O)N[C@H]2[C@@H](CC2)OC)NC)F 6-(4-(((R)-3',3'-difluoro-4-(piperidin-4-ylmethyl)-[1,4'-bipiperidin]-1'-yl)methyl)indolin-1-yl)-N-((1R,2R)-2-methoxycyclobutyl)-8-(methylamino)imidazo[1,2-b]pyridazine-3-carboxamide